ClC1=C(C=CC(=C1)F)C1(CC1)C1=NOC(=N1)C1=NN(C(=C1)C(F)F)CC(=O)N(C)CCO 2-(3-(3-(1-(2-Chloro-4-fluorophenyl)cyclopropyl)-1,2,4-oxadiazol-5-yl)-5-(difluoromethyl)-1H-pyrazol-1-yl)-N-(2-hydroxyethyl)-N-methylacetamide